ClC1=C(C=C(C=2C3=C(N(C12)C)CCNC([C@H]3C)=O)NC[C@@H](C)O)Cl (S)-7,8-Dichloro-10-(((R)-2-hydroxypropyl)amino)-1,6-dimethyl-3,4,5,6-tetrahydroazepino[4,5-b]indol-2(1H)-one